N12C3CCCCC3CCCCC3CCCCC3CCC(CC1)CC2 azatetracyclo[18.2.2.02,7.012,17]tetracosane